ClC1=CC2=NC(=CC=C2S1)C(C)N1C[C@@H](N(C[C@H]1CC)C1=CC(N(C=2N1N=C(C2)CC#N)C)=O)CC 2-(7-((2S,5R)-4-(1-(2-chlorothieno[3,2-b]pyridin-5-yl)ethyl)-2,5-diethyl-piperazin-1-yl)-4-methyl-5-oxo-4,5-dihydropyrazolo[1,5-a]pyrimidin-2-yl)acetonitrile